(1,5-pentanediyl)bis(4-aza-1-azoniabicyclo[2.2.2]octane) C(CCCC[N+]12CCN(CC1)CC2)[N+]21CCN(CC2)CC1